ClC1=C(C=C(C=C1)[C@@H]1O[C@@H]([C@H]([C@H]([C@H]1O)O)O)CO)CC1=CC=C(C=C1)OCC (2s,3r,4s,5s,6r)-2-(4-chloro-3-(4-ethoxybenzyl)phenyl)-6-(hydroxymethyl)-tetrahydro-2H-pyran-3,4,5-triol